C(C)(C)(C)OC(=O)N1C(C(CCC1)=NO)CO[C@@H]1CC[C@@H](CC1)C1=CC=CC=C1 3-(hydroxyimino)-2-({[(cis)-4-phenylcyclohexyl]oxy}methyl)piperidine-1-carboxylic acid tert-butyl ester